3-(4-tert-Butylcyclohexyl)aminobutan C(C)(C)(C)C1CCC(CC1)NC(CC)C